(S)-tetrahydrofurancarbonyl bromide O1[C@@H](CCC1)C(=O)Br